N-[5-[1-(2,2-dimethylpropanoyl)-3,6-dihydro-2H-pyridin-4-yl]-4-fluoro-2-[rac-(3R,5S)-3,4,5-trimethylpiperazin-1-yl]phenyl]-6-oxo-4-(trifluoromethyl)-1H-pyridine-3-carboxamide CC(C(=O)N1CCC(=CC1)C=1C(=CC(=C(C1)NC(=O)C1=CNC(C=C1C(F)(F)F)=O)N1C[C@H](N([C@H](C1)C)C)C)F)(C)C |r|